C(C)(C)(C)NCC1CNC=2N(C1)N=C(C2C=2C=CC(N(N2)C2=C(C=CC=C2)C)=O)C2=C(C=C(C=C2)F)F (+)-6-{6-[(tert-butylamino)methyl]-2-(2,4-difluorophenyl)-4,5,6,7-tetrahydropyrazolo[1,5-a]pyrimidin-3-yl}-2-(2-methylphenyl)pyridazin-3(2H)-one